FC(CCNC(=O)C1CNC1)(F)F N-(3,3,3-trifluoropropyl)azetidine-3-carboxamide